COC1=C(CN2C=NC=3C2=NC(=CC3N3CCOCC3)N3N=C(C=C3COC)C=3C=C(C=CC3)C)C=CC(=C1)OC 4-(3-(2,4-dimethoxybenzyl)-5-(5-(methoxymethyl)-3-(m-tolyl)-1H-pyrazol-1-yl)-3H-imidazo[4,5-b]pyridin-7-yl)morpholine